C(C)(C)(C)OC(=O)N1CC2(C1)CCN(CC2)C(=O)[C@H]2N([C@@H]1CC([C@H]2CC1)=C)C(=O)OC(C)(C)C 7-[(1S,3S,4R)-2-(tert-butoxycarbonyl)-5-methylene-2-azabicyclo[2.2.2]octane-3-carbonyl]-2,7-diazaspiro[3.5]nonane-2-carboxylic acid tert-butyl ester